C(C=C)(=O)NCCSSCCNC(C=C)=O N,N'-bis(acrylyl)cystamine